FC=1C(=NC=CC1)O[C@@H]1CN(CC1)C=1C(=NC(=CC1)C1=C(C=CC=C1)C)CO (S)-(3-(3-(3-fluoropyridin-2-yloxy)pyrrolidin-1-yl)-6-o-tolylpyridin-2-yl)methanol